Cl.NC(C(=O)N1CCN(CC1)C(=O)NC1=NC(N(C=C1)C1=CC=C(C=C1)CN(CC)[C@@H]1C[C@H](CC1)N)=O)(C)C 4-(2-Amino-2-methylpropanoyl)-N-(1-(4-((((1S,3S)-3-aminocyclopentyl)(ethyl)amino)methyl)phenyl)-2-oxo-1,2-dihydropyrimidin-4-yl)piperazine-1-carboxamide hydrochloride salt